3-amino-N-methyl-1-(1,2,3,4-tetrahydroquinoline-4-carbonyl)-4,5-dihydro-1H-pyrazolo[3,4-c]pyridine-6(7H)-sulfonamide NC1=NN(C=2CN(CCC21)S(=O)(=O)NC)C(=O)C2CCNC1=CC=CC=C21